NC1=C(C=NC=N1)C=1C=NC=C(C1)OC 6-amino-5-(5-methoxypyridin-3-yl)pyrimidin